CC1=C(C(=C(C2=C1SC1=C2C=CC=C1)C1=NN=NC(=C1C1=NC2=C(C(=C1C)C)C=1C=CC=CC1C2)C2=C(C=CC=C2)C2=CC=CC=C2)C2=CC=CC=C2)C dimethyl-(phenyl)[(biphenylyl)(dimethylindenopyridyl)triazinyl]dibenzothiophene